FC=1C=CC(=C2NC(C(NC12)=O)(C)C)OC 8-fluoro-5-methoxy-3,3-dimethyl-3,4-dihydro-1H-quinoxalin-2-one